C(CC)N(CCC)CCC tri-n-propyl-amine